N-(6-(5-chloro-6-fluoro-7-(2-fluorocyclopropyl)-1H-indazol-4-yl)imidazo[1,2-a]pyrazin-2-yl)-2-fluorocyclopropane-1-carboxamide ClC=1C(=C2C=NNC2=C(C1F)C1C(C1)F)C=1N=CC=2N(C1)C=C(N2)NC(=O)C2C(C2)F